3-(((R)-7-((2s,4R)-4-amino-2-phenylpiperidin-1-carbonyl)-7-azaspiro[4.5]dec-10-yl)methyl)-6-phenylpyrimidine N[C@H]1C[C@H](N(CC1)C(=O)N1CC2(CCCC2)[C@@H](CC1)CN1CN=C(C=C1)C1=CC=CC=C1)C1=CC=CC=C1